10-(5-((1S,4S)-2-oxa-5-azabicyclo[2.2.1]heptan-5-yl)pentyl)-3,7-di(1H-indazol-5-yl)-10H-phenoxazine [C@@H]12OC[C@@H](N(C1)CCCCCN1C3=CC=C(C=C3OC=3C=C(C=CC13)C=1C=C3C=NNC3=CC1)C=1C=C3C=NNC3=CC1)C2